7-((6-cyano-5-(1-methoxycyclopropyl)pyridin-2-yl)amino)-4-(7-fluoroimidazo[1,2-a]pyridin-3-yl)-1-oxoisoindoline-2-carboxylic acid tert-butyl ester C(C)(C)(C)OC(=O)N1C(C2=C(C=CC(=C2C1)C1=CN=C2N1C=CC(=C2)F)NC2=NC(=C(C=C2)C2(CC2)OC)C#N)=O